CC1(CCC(CC1)NC=1N=CC2=C(N1)NC=C2C2=CC=1N(C=C2)N=CC1)O cis-1-Methyl-4-((5-(pyrazolo[1,5-a]pyridin-5-yl)-7H-pyrrolo[2,3-d]pyrimidin-2-yl)amino)cyclohexan-1-ol